N-(4-(3-cyano-6-(difluoromethyl)-4-hydroxypyridin-2-yl)benzyl)-5-fluoro-2-methoxybenzamide C(#N)C=1C(=NC(=CC1O)C(F)F)C1=CC=C(CNC(C2=C(C=CC(=C2)F)OC)=O)C=C1